O1CCN(CC1)C=1C2=C(N=C(N1)C=1C=C(N)C=CC1)C=C(S2)C2=CC=NC=C2 3-(4-morpholino-6-(pyridin-4-yl)thieno[3,2-d]pyrimidin-2-yl)aniline